N-[3-(N,N-dihexylamino)-4-methoxyphenyl]acetamide tert-butyl-2-(4-amino-2-methyl-7H-pyrrolo[2,3-d]pyrimidin-7-yl)acetate C(C)(C)(C)OC(CN1C=CC2=C1N=C(N=C2N)C)=O.C(CCCCC)N(CCCCCC)C=2C=C(C=CC2OC)NC(C)=O